water sodium persulfate S(=O)(=O)([O-])OOS(=O)(=O)[O-].[Na+].O.[Na+]